(R)-9-((5-(3-amino-3-(6-chloropyridin-2-yl)piperidin-1-yl)-6'-chloro-5'-fluoro-[2,2'-bipyridin]-4-yl)methyl)-9H-purin-6-amine N[C@]1(CN(CCC1)C=1C(=CC(=NC1)C1=NC(=C(C=C1)F)Cl)CN1C2=NC=NC(=C2N=C1)N)C1=NC(=CC=C1)Cl